4-(3-Butyn-1-yldithio)butanoic acid C(CC#C)SSCCCC(=O)O